4'-(9-fluorenylidene) bis(2-phenoxyethyl (3-mercaptobutyrate)) O(C1=CC=CC=C1)CCC(C(=O)OC1(C2=CC=CC=C2C=2C=CC=CC12)OC(C(C(C)S)CCOC1=CC=CC=C1)=O)C(C)S